tris(4-methylphenyl)boroxine CC1=CC=C(C=C1)B1OB(OB(O1)C1=CC=C(C=C1)C)C1=CC=C(C=C1)C